FC(C)(F)C1=NC=C(C(=N1)NC1=C(C=NC(=C1)NC(C)=O)C1=NC=C(C=C1)COC)OC N-(4'-((2-(1,1-difluoroethyl)-5-methoxypyrimidin-4-yl)amino)-5-(methoxymethyl)-[2,3'-bipyridyl]-6'-yl)acetamide